NC1=NC=2C=CC(=CC2C=2N1C=NN2)C(=O)N(CC2=NC=C(C=C2)C(F)(F)F)CC2=NC=CC=C2F 5-amino-N-((3-fluoropyridin-2-yl)methyl)-N-((5-(trifluoromethyl)pyridin-2-yl)methyl)-[1,2,4]triazolo[4,3-c]quinazolin-9-carboxamide